(5-amino-1-{6-[(2,6-difluorophenyl)oxy]-4-methylpyridin-3-yl}pyrazol-4-yl)[6-(oxetan-2-ylmethyl)-5,6,7,8-tetrahydro-1H-pyrrolo[2,3-g]isoquinolin-2-yl]methanone NC1=C(C=NN1C=1C=NC(=CC1C)OC1=C(C=CC=C1F)F)C(=O)C1=CC=2C(=CC=3CCN(CC3C2)CC2OCC2)N1